(R)-1-(4-((1-(3-(difluoro(piperidin-4-yl)methyl)phenyl)ethyl)amino)-7-(hex-5-en-1-yloxy)pyrido[2,3-d]pyrimidin-6-yl)cyclopropane-1-carbonitrile FC(C=1C=C(C=CC1)[C@@H](C)NC=1C2=C(N=CN1)N=C(C(=C2)C2(CC2)C#N)OCCCCC=C)(C2CCNCC2)F